ClC1=CC(=C2C=NNC2=C1)C1(C[C@H]2C([C@H]2C1)NC(CC1=CC=C(C=C1)Cl)=O)O N-((1R,3r,5S,6r)-3-(6-chloro-1H-indazol-4-yl)-3-hydroxybicyclo[3.1.0]hexan-6-yl)-2-(4-chlorophenyl)acetamide